2-(5-bromo-2-fluorophenyl)-1,3-dioxolane BrC=1C=CC(=C(C1)C1OCCO1)F